bis-[(4-guanidinomethyl-phenyl)-amide] trifluoroacetate FC(C(=O)[O-])(F)F.N(C(=N)N)CC1=CC=C(C=C1)[NH-].N(C(=N)N)CC1=CC=C(C=C1)[NH-]